N-[(2E)-imidazolidin-2-ylidene]Benzamide N1C(NCC1)=NC(C1=CC=CC=C1)=O